CN1C=C(C2=CC=CC=C12)C=1C2=C(N=C(N1)Cl)C=CS2 1-methyl-3-(2-chloro-4-thieno[3,2-d]pyrimidinyl)indole